2-(6-((2S,5R)-2,5-dimethyl-4-(1-(3-methyl-4-oxo-4H-chromen-6-yl)ethyl)piperazin-1-yl)-9-ethyl-3-methyl-2-oxo-3,9-dihydro-2H-purin-8-yl)acetonitrile C[C@@H]1N(C[C@H](N(C1)C(C)C=1C=C2C(C(=COC2=CC1)C)=O)C)C=1C=2N=C(N(C2N(C(N1)=O)C)CC)CC#N